N,N,2-trimethyl-4-(2-(5-methyl-2-(3-oxo-3-(tetrahydro-2H-pyran-4-ylamino)propyl)-1,2,3,4-tetrahydroisoquinolin-7-yl)-5H-pyrrolo[2,3-b]pyrazin-7-yl)benzamide CN(C(C1=C(C=C(C=C1)C1=CNC2=NC=C(N=C21)C2=CC(=C1CCN(CC1=C2)CCC(NC2CCOCC2)=O)C)C)=O)C